(2-(1-(isoquinolin-1-yl)piperidin-4-yl)ethyl)phosphonic acid C1(=NC=CC2=CC=CC=C12)N1CCC(CC1)CCP(O)(O)=O